2-(1-methyl-1H-imidazol-2-yl)-5-phenylpyrrolo[2,1-f][1,2,4]triazin-4-ol CN1C(=NC=C1)C1=NN2C(C(=N1)O)=C(C=C2)C2=CC=CC=C2